3-((cis)-2-(trifluoromethyl)cyclopropyloxy)-1H-pyrazole FC([C@@H]1[C@@H](C1)OC1=NNC=C1)(F)F